20-methylheneicosyl laurate C(CCCCCCCCCCC)(=O)OCCCCCCCCCCCCCCCCCCCC(C)C